C1(CC1)N1N=CC(=C1)[C@H]1CN(C[C@H](O1)C)C1=NC2=NC(=C(N=C2C(=N1)S(=O)(=O)C)C)C (2S,6R)-2-(1-cyclopropylpyrazol-4-yl)-4-(6,7-dimethyl-4-methylsulfonyl-pteridin-2-yl)-6-methyl-morpholine